C(#N)C=1C=NN(C1)CC1=CC2=C(C(=NO2)NS(=O)(=O)CC2CCCCC2)C(=C1)OC N-(6-((4-cyano-1H-pyrazol-1-yl)methyl)-4-methoxybenzo[d]isoxazol-3-yl)-1-cyclohexylmethanesulfonamide